rel-(1R,2S,6R)-2-(4-bromophenyl)-4,4-difluoro-6-((2-fluoro-4-(trifluoromethyl)phenyl)carbamoyl)cyclohexane-1-carboxylic acid BrC1=CC=C(C=C1)[C@@H]1[C@H]([C@@H](CC(C1)(F)F)C(NC1=C(C=C(C=C1)C(F)(F)F)F)=O)C(=O)O |o1:7,8,9|